N1=CC=C(C=C1)C pyrid-4-yl-methane